C[C@H]([C@@H](C(=O)OP(=O)([O-])OC[C@@H]1[C@H]([C@H]([C@@H](O1)N2C=NC3=C(N=CN=C32)N)O)O)N)O The molecule is an organophosphate oxoanion obtained by removal of the proton from the phosphate group of L-threonyl-AMP. It derives from an adenosine 5'-monophosphate. It is a conjugate base of a L-threonyl-AMP.